N,N-bis(9,9-dimethyl-9H-fluoren-2-yl)-4',4',5',8'-tetramethyl-3',4'-dihydro-2'H-spiro-[fluoren-9,1'-naphthalen]-2-amine CC1(C2=CC=CC=C2C=2C=CC(=CC12)N(C1=CC2=C(C=C1)C1=CC=CC=C1C21CCC(C2=C(C=CC(=C12)C)C)(C)C)C1=CC=2C(C3=CC=CC=C3C2C=C1)(C)C)C